3-[(tert-butoxycarbonyl)amino]-2-[6-(hydroxymethyl)pyridin-3-yl]propionic acid C(C)(C)(C)OC(=O)NCC(C(=O)O)C=1C=NC(=CC1)CO